(1R)-4-{4-amino-7-methyl-6-[4-(2-methylprop-2-enamido)phenyl]-7H-pyrrolo[2,3-d]pyrimidin-5-yl}-N-[(3-fluorooxetan-3-yl)methyl]cyclohex-3-ene-1-carboxamide NC=1C2=C(N=CN1)N(C(=C2C2=CC[C@@H](CC2)C(=O)NCC2(COC2)F)C2=CC=C(C=C2)NC(C(=C)C)=O)C